C(OC(C(CCCC)CC)OOC(C)(C)CC)([O-])=O t-amylperoxy-2-ethylhexyl carbonate